FC1=C(C(=C(C(=C1C(=O)[O-])F)F)F)F pentafluorobenzoate